(2-Nitrophenyl)-1,4-dioxa-8-azaspiro[4.5]decane [N+](=O)([O-])C1=C(C=CC=C1)C1OC2(OC1)CCNCC2